1-(2-(3,8-diazabicyclo[3.2.1]octan-8-yl)-6,7-dihydrothiazolo[5,4-c]pyridin-5(4H)-yl)-2-cyclopentyl-2-methylpropan-1-one C12CNCC(CC1)N2C=2SC=1CN(CCC1N2)C(C(C)(C)C2CCCC2)=O